COC(C(NC1=CC=C(C=C1)OC)C1=CC(=CC=C1)OC)=O 2-(3-Methoxyphenyl)-2-((4-methoxyphenyl)amino)acetic acid methyl ester